BrC1=C(C=CC(=C1)N)NC1CCC(CC1)C 2-bromo-N1-((1r,4r)-4-methylcyclohexyl)benzene-1,4-diamine